bis(6-((2-butylnonyl)oxy)-6-oxohexyl) 2-hydroxysuccinate OC(C(=O)OCCCCCC(=O)OCC(CCCCCCC)CCCC)CC(=O)OCCCCCC(=O)OCC(CCCCCCC)CCCC